(3R)-morpholin N1CCOCC1